NC(C(=O)O)CC1=CC(=C(C=C1)Cl)Br 2-amino-3-(3-bromo-4-chlorophenyl)propionic acid